C1C=CC2C3CC(C(C12)CC3)OCCOC(C(=C)C)=O.CC3=CC(=NC=C3)CC[C@H]3SC1=CC=CC=C1C(C3)=O (R)-2-(2-(4-methylpyridin-2-yl)ethyl)thiochroman-4-one 2-[(3a,4,5,6,7,7a-hexahydro-1H-4,7-ethanoinden-6-yl)oxy]ethyl-methacrylate